4-(3-tritylsulfanylpropyl)thiomorpholine C(C1=CC=CC=C1)(C1=CC=CC=C1)(C1=CC=CC=C1)SCCCN1CCSCC1